C1(=CC=CC=C1)OCC[C@H](NC(CCCCCCCCC=C)=O)C(=O)NCC(=O)O O-phenyl-N-(undec-10-enoyl)-L-homoseryl-glycine